3-iodo-7-(2-methoxyethyl)-2-(pyrimidin-4-yl)-1H,5H,6H,7H-pyrrolo[3,2-c]pyridin-4-one IC1=C(NC2=C1C(NCC2CCOC)=O)C2=NC=NC=C2